Methyl (S)-2-(1-(cyclohexylsulfonyl) piperidin-2-yl)-5-methyloxazole-4-carboxylate C1(CCCCC1)S(=O)(=O)N1[C@@H](CCCC1)C=1OC(=C(N1)C(=O)OC)C